N1C(=NC2=C1C=CC=C2)C2=CC(=NN2CC2=CC=C(C=C2)OC)NC(C2=CC(=C(C=C2)OC)Cl)=O N-[5-(1H-benzimidazol-2-yl)-1-[(4-methoxyphenyl)methyl]pyrazol-3-yl]-3-chloro-4-methoxy-benzamide